NC1=NC=CC(=C1Cl)SC1=CN=C(N=N1)N1CCC2(CC1)CC1=CC=CC=C1C2 (S)-1'-(6-((2-amino-3-chloropyridin-4-yl)thio)-1,2,4-triazin-3-yl)-1,3-dihydrospiro[indene-2,4'-piperidine]